CN(CC(=O)NC1=C2C(N(C(C2=CC=C1)=O)C(CS(=O)(=O)C)C1=NC(=C(C=C1)OC)OCC)=O)C 2-(dimethylamino)-N-(2-(1-(6-ethoxy-5-methoxypyridin-2-yl)-2-(methylsulfonyl)ethyl)-1,3-dioxoisoindolin-4-yl)acetamide